OCCN(CCN(C)C)CCN(C)C N'-(2-hydroxyethyl)-N,N,N'',N''-tetramethyl-diethylenetriamine